C(CCCCCCC)(=O)[O-].[Zr+4].C(CCCCCCC)(=O)[O-].C(CCCCCCC)(=O)[O-].C(CCCCCCC)(=O)[O-] zirconium octanate